O=C1NC(CCC1N1C(C2=CC=C(C=C2C1=O)CN1CCC(CC1)C1=CC=C(C=C1)F)=O)=O 2-(2,6-dioxopiperidin-3-yl)-5-((4-(4-fluorophenyl)piperidin-1-yl)methyl)isoindoline-1,3-dione